ClC=1C=C(OCCC(C(=O)O)C)C=CC1C=1N(C2=NC=NC(=C2N1)OC1(CC1)C)CC1=CC(=CC=C1)C(F)(F)F 4-(3-chloro-4-(6-(1-methylcyclopropoxy)-9-(3-(trifluoromethyl)benzyl)-9H-purin-8-yl)phenoxy)-2-methylbutanoic acid